(5,6-bis((1-(trifluoromethyl)cyclopropyl)methoxy)pyridin-3-yl)(4-(5-methyloxazolo[4,5-b]pyridin-2-yl)piperazin-1-yl)methanone FC(C1(CC1)COC=1C=C(C=NC1OCC1(CC1)C(F)(F)F)C(=O)N1CCN(CC1)C=1OC=2C(=NC(=CC2)C)N1)(F)F